NC1=CC=C(C=C1)C1=C(C=C(C=C1)C1=CC=C(C=C1)N)C1=CC=C(C=C1)N 1,2,4-tri(4-aminophenyl)benzene